The molecule is a branched amino pentasaccharide comprised of a linear chain of beta-D-galactose, N-acetyl-alpha-D-galactosamine, beta-D-galactose and N-acetyl-beta-D-glucosamine residues linked sequentially (1->4), (1->3) and (1->4), with an alpha-L-fucosyl residue linked (1->2) to the galactose residue proximal to the reducing-end N-acetylglucosamine residue. It has a role as an epitope. It is an amino pentasaccharide and a glucosamine oligosaccharide. C[C@H]1[C@H]([C@H]([C@@H]([C@@H](O1)O[C@@H]2[C@H]([C@H]([C@H](O[C@H]2O[C@@H]3[C@H](O[C@H]([C@@H]([C@H]3O)NC(=O)C)O)CO)CO)O)O[C@@H]4[C@@H]([C@H]([C@H]([C@H](O4)CO)O[C@H]5[C@@H]([C@H]([C@H]([C@H](O5)CO)O)O)O)O)NC(=O)C)O)O)O